O(C(=O)CCCCCCCCC)CCCCCCCCCCCC.O(C(=O)CCCCCCCCC)CCCCCCCCCCCC dilauryl dicaprate